3-(2-aminopyridin-3-yl)-9-(1-((6-chloro-2-(2-(methyl-d3)-2H-tetrazol-5-yl)pyridin-3-yl)amino)ethyl)-4,7-dimethylimidazo[1,5-a]quinazolin-5(4H)-one NC1=NC=CC=C1C=1N=CN2C1N(C(C1=CC(=CC(=C21)C(C)NC=2C(=NC(=CC2)Cl)C=2N=NN(N2)C([2H])([2H])[2H])C)=O)C